C(C)(C)(C)OC(=O)N1CCN(CC1)C1=C(C=C(C=C1)NCCCCCCCl)C 4-(4-(6-chlorohexylamino)-2-methylphenyl)piperazine-1-carboxylic acid tert-butyl ester